COC=1C=C2C(=CNC2=CC1)C1=NC=C(C2=C1CNC2=O)NC2=NC=C(C=C2)N2CCN(CC2)C 4-(5-methoxy-1H-indol-3-yl)-7-[[5-(4-methylpiperazin-1-yl)-2-pyridyl]amino]-2,3-dihydropyrrolo[3,4-c]pyridin-1-one